S1C=NC2=C1C=CC(=C2)NC2=CC=NC1=CC(=CC=C21)C2=CC=C(C(=O)NC1CCN(CC1)C)C=C2 4-(4-(benzo[d]thiazol-5-ylamino)quinolin-7-yl)-N-(1-methylpiperidin-4-yl)benzamide